C(C)(C)(C)N(C(O)=O)CC1=CC(=C(C=C1)N)OCCC(C)C.C(C1CO1)C1=CC(=CC2=CC=CC=C12)CC1CO1 1,3-diglycidyl-naphthalene tert-butyl-(4-amino-3-(isopentyloxy)benzyl)carbamate